CC1(CN(C1)CC(=O)NC=1C=C(C(=NC1)C)C=1N2C(SC1C=1C=NN(C1)C(F)(F)F)=C(C=N2)C(=O)N)C (5-(2-(3,3-dimethylazetidin-1-yl)acetamido)-2-methylpyridin-3-yl)-2-(1-(trifluoromethyl)-1H-pyrazol-4-yl)pyrazolo[5,1-b]thiazole-7-carboxamide